2-(6-chloropyrimidin-4-yl)-3-phenylisoxazolidine ClC1=CC(=NC=N1)N1OCCC1C1=CC=CC=C1